[N+](=O)([O-])C1=C(C=CC(=C1)[N+](=O)[O-])OS(=O)(=O)C1=CC=C(C=C1)C 4-methylbenzenesulfonic acid-2,4-dinitrophenyl ester